ethyltoluene CCC1=CC=CC=C1C